COC(=O)[C@@H]1CC[C@H](CC1)C(=O)C1=CC(=NC(=C1)Cl)Cl trans-4-(2,6-dichloropyridine-4-carbonyl)cyclohexanecarboxylic acid methyl ester